rac-tert-butyl 4-{5-[(3R)-2,6-dioxopiperidin-3-yl]pyridin-2-yl}-1,4-diazepane-1-carboxylate O=C1NC(CC[C@@H]1C=1C=CC(=NC1)N1CCN(CCC1)C(=O)OC(C)(C)C)=O |r|